COC([C@@H]([C@H]([C@H]([C@@H](C(=O)OC)O)O)O)O)=O (2R,3S,4R,5S)-2,3,4,5-tetrahydroxyadipic acid 1,6-dimethyl ester